CC1=CC=C(C=C1)S(=O)(=O)[O-].FC1=C(C=CC(=C1)OC(F)(F)F)[I+]C1=C(C=C(C=C1OC)OC)OC (2-fluoro-4-(trifluoromethoxy)phenyl)(2,4,6-trimethoxyphenyl)iodonium 4-methylbenzenesulfonate